{[3-(Dodecanoylamino)propyl](dimethyl)ammonio} acetate C(C)(=O)O[N+](C)(C)CCCNC(CCCCCCCCCCC)=O